tert-butyl 4-[2-[7-(2-cyano-3,6-difluoro-phenoxy)quinoxalin-2-yl]ethyl]piperidine-1-carboxylate C(#N)C1=C(OC2=CC=C3N=CC(=NC3=C2)CCC2CCN(CC2)C(=O)OC(C)(C)C)C(=CC=C1F)F